FC1(CC1)C1=NN=C(S1)N 5-(1-fluorocyclopropyl)-1,3,4-thiadiazol-2-amine